(S)-2-(azetidin-1-ylmethyl)-N-(2-(2-fluorophenyl)propan-2-yl)butanamide N1(CCC1)C[C@@H](C(=O)NC(C)(C)C1=C(C=CC=C1)F)CC